3-(azidomethyl)-5-methoxypyridine N(=[N+]=[N-])CC=1C=NC=C(C1)OC